C1=CC=CC=2C3=CC=CC=C3N(C12)C1=CC=CC2=C1N=C(S2)NC2=C(C=CC=C2C)C (carbazol-9-yl)-N-(2,6-dimethylphenyl)benzothiazol-2-amine